(5S)-2-{1-[(4-chloro-2,5-dimethylphenyl)sulfonyl]piperidin-4-yl}-5-phenyl-2,5,6,7-tetrahydro-3H-pyrrolo[2,1-c][1,2,4]triazol-3-one ClC1=CC(=C(C=C1C)S(=O)(=O)N1CCC(CC1)N1N=C2N(C1=O)[C@@H](CC2)C2=CC=CC=C2)C